ethyl-12-oxo-11-(p-tolyl)-5,6,7,8,9,12-hexahydrocycloocta[b]quinoline-10-carboxylate C(C)OC(=O)C1=C(C2=C(NC3=CC=CC=C3C2=O)CCCC1)C1=CC=C(C=C1)C